cis-1,3-butadien C=CC=C